OC[C@@H]1NCC[C@@H](C1)N(C=1SC2=C(N1)SC(=N2)C2=NNC=C2C2=C(C=CC=C2)O)C 2-(5-{[(2R,4S)-2-(hydroxymethyl)piperidin-4-yl](methyl)amino}[1,3]thiazolo[5,4-d][1,3]thiazol-2-yl-pyrazol-4-yl)phenol